methyl-N-(2,6-dimethylphenyl)-N-(methoxyacetyl)-DL-alanine CC(N(C(COC)=O)C1=C(C=CC=C1C)C)(C)C(=O)O